di-tert-butyl 1-(6-(benzyloxy)-6-oxohexyl)hydrazine-1,2-dicarboxylate C(C1=CC=CC=C1)OC(CCCCCN(NC(=O)OC(C)(C)C)C(=O)OC(C)(C)C)=O